BrC1=C(C=C(C=C1)F)C(C(=O)OC)=O methyl 2-(2-bromo-5-fluorophenyl)-2-oxoacetate